(3S,4S,5R)-1-(((S)-1-(6-(trifluoromethyl)pyridin-3-yl)piperidin-3-yl)methyl)piperidine-3,4,5-triol FC(C1=CC=C(C=N1)N1C[C@@H](CCC1)CN1C[C@@H](C([C@@H](C1)O)O)O)(F)F